C1=CC=C(C(=C1)NC(=O)C2=CC=C(C=C2)Br)F 4-bromo-N-(2-fluorophenyl)benzamide